3-(3-([1,4'-bipiperidin]-4-yl)phenyl)piperidine-2,6-dione N1(CCC(CC1)C=1C=C(C=CC1)C1C(NC(CC1)=O)=O)C1CCNCC1